ethylimidazole ammonium salt [NH4+].C(C)C=1NC=CN1